2-(5-bromo-2-methylphenyl)-2,2-difluoroacetic acid ethyl ester C(C)OC(C(F)(F)C1=C(C=CC(=C1)Br)C)=O